ClC=1C=C(C=CC1OC)[C@@H](CC)NC(=O)C=1C=C(N2C1COCC2)C(=O)N2[C@H](CCC2)C 6-((S)-2-methyl-pyrrolidine-1-carbonyl)-3,4-dihydro-1H-pyrrolo[2,1-c][1,4]oxazine-8-carboxylic acid [(R)-1-(3-chloro-4-methoxy-phenyl)-propyl]-amide